4-(2-(4-(((benzyloxy)carbonyl)amino)piperidin-1-yl)ethyl)piperidine-1-carboxylic acid tert-butyl ester C(C)(C)(C)OC(=O)N1CCC(CC1)CCN1CCC(CC1)NC(=O)OCC1=CC=CC=C1